NC(CCN(NC([C@H](CC1CCCCC1)NC(OC(C)(C)C)=O)=O)C(CF)=O)=O (S)-tert-Butyl (1-(2-(3-amino-3-oxo-propyl)-2-(2-fluoroacetyl)hydrazinyl)-3-cyclohexyl-1-oxo-propan-2-yl)carbamate